NC1=NC=C(C=C1C=1C=C2CCNC(C2=CC1)=O)C1=CC=C(C=C1)N1[C@@H](CCC1)C (R)-6-(2-amino-5-(4-(2-methylpyrrolidin-1-yl)phenyl)pyridin-3-yl)-3,4-dihydroisoquinolin-1(2H)-one